CCCCCCCCC(=C)C(=O)N octylacrylamide